C1=C(C=CC=2C3=CC=CC=C3NC12)CC(=O)NCC1=CC(=C(C=C1)C)C 2-(9H-carbazol-2-yl)-N-(3,4-dimethylbenzyl)acetamide